6-(tert-butyldiphenylsilyl)phenanthridine-8-carbonitrile [Si](C1=CC=CC=C1)(C1=CC=CC=C1)(C(C)(C)C)C=1N=C2C=CC=CC2=C2C=CC(=CC12)C#N